NC(C(=O)O)CCCCCC\C=C/CCCCCCCC alpha-aminooleic acid